hexa(4-methyl-2-ethylhexyl)disiloxane CC(CC(C[Si](O[Si](CC(CC(CC)C)CC)(CC(CC(CC)C)CC)CC(CC(CC)C)CC)(CC(CC(CC)C)CC)CC(CC(CC)C)CC)CC)CC